ONC([C@H](CC1=CC=C(C=C1)OC)N1N=NC(=C1)CNS(=O)(=O)C1=CC=C(S1)C=1C=C(C(=O)NC)C=CC1)=O 3-[5-[[1-[(1S)-2-(hydroxyamino)-1-[(4-methoxyphenyl)methyl]-2-oxo-ethyl]triazol-4-yl]methylsulfamoyl]-2-thienyl]-N-methyl-benzamide